BrC=1C=C(C=CC1)C(COCCC(C(=O)OC)(C)C)N1N=C(C=C1)C1=C(C=CC(=C1)OC=1C(=C2C=CNC2=CC1F)CO)F Methyl 4-(2-(3-bromophenyl)-2-(3-(2-fluoro-5-((6-fluoro-4-(hydroxymethyl)-1H-indol-5-yl)oxy)phenyl)-1H-pyrazol-1-yl)ethoxy)-2,2-dimethylbutanoate